4-(2,3-dichlorophenyl)-7-(hexahydropyrrolo[3,4-c]pyrrol-2(1H)-yl)-1,2-dihydro-3H-pyrrolo[3,4-c]pyridin-3-one ClC1=C(C=CC=C1Cl)C1=NC=C(C2=C1C(NC2)=O)N2CC1CNCC1C2